The molecule is a 3alpha-hydroxy steroid, a 7alpha-hydroxy steroid and a 26-hydroxy steroid. It has a role as a bile acid metabolite, a human metabolite and a mouse metabolite. It derives from a hydride of a 5beta-cholestane. C[C@H](CCCC(C)CO)[C@H]1CC[C@@H]2[C@@]1(CC[C@H]3[C@H]2[C@@H](C[C@H]4[C@@]3(CC[C@H](C4)O)C)O)C